O=C1NC2=C(OC1)C=CC=C2C#N 3-oxo-3,4-dihydro-2H-benzo[b][1,4]oxazine-5-carbonitrile